C1(=CC=CC=C1)OC(C(Cl)Cl)=O phenyl-2,2-dichloroacetate